3,5-dimethylpyrazolo[1,5-a]pyrimidine-7-carboxylic acid CC=1C=NN2C1N=C(C=C2C(=O)O)C